1-(2-((R)-3-((6-chloro-5-methylpyridazin-3-yl)amino)piperidin-1-yl)ethyl)-4-fluoropyrrolidin-3-ol ClC1=C(C=C(N=N1)N[C@H]1CN(CCC1)CCN1CC(C(C1)F)O)C